CC(C(=O)O)N1C(C2=CC=C(C(=C2C2(C1)C(C2)(F)F)F)C2CC2)=O.C(C)N([C@@H](CCSC)C(=O)O)C2=NC1=C(C(=CC=C1C(=C2)N2C=NC=C2)Cl)Cl Ethyl-(7,8-dichloro-4-(1H-imidazol-1-yl)quinolin-2-yl)methionine methyl-2-(6'-cyclopropyl-2,2,5'-trifluoro-1'-oxo-1'H-spiro[cyclopropane-1,4'-isoquinolin]-2'(3'H)-yl)acetate